N1N=NC=2CN(CCC21)CCN2CCN(CC2)C(=O)C=2C=NC(=NC2)NCC2=CC(=CC=C2)OC(F)(F)F 5-[4-(2-{1H,4H,5H,6H,7H-[1,2,3]triazolo[4,5-c]pyridin-5-yl}ethyl)piperazine-1-carbonyl]-N-{[3-(trifluoromethoxy)phenyl]methyl}pyrimidin-2-amine